1,3-dichloro-2-butene ClCC=C(C)Cl